SC[C@H]1C[C@H](NC1)CONC(=O)[C@H]1N2C(N([C@H](CC1)C2)OS(=O)(=O)O)=O (2S,5R)-N-{[(2S,4S)-4-Mercaptomethyl-pyrrolidin-2-yl]methyloxy}-7-oxo-6-(sulfooxy)-1,6-diazabicyclo[3.2.1]octane-2-carboxamide